4-amino-3-(4-methyl-1-oxo-1,3-dihydroisobenzofuran-5-yl)piperidine-1-carboxylic acid tert-butyl ester C(C)(C)(C)OC(=O)N1CC(C(CC1)N)C=1C(=C2COC(C2=CC1)=O)C